C(OC1=CC=CC2=CC=3C(N=C12)=C1C=CC=CN1C3)(OCC3=CC=C(C=C3)OC=CC[Se]C3=CC=CC=C3)=O indolizino[1,2-b]quinolin-4-yl (4-((3-(phenylseleno) prop-1-en-1-yl) oxy) benzyl) carbonate